4-((3-cyclopropyl-3-oxopropyl)thio)butanoate C1(CC1)C(CCSCCCC(=O)[O-])=O